perfluoro-hexyl-ethyl-sulfonamide FC(C(F)(F)F)(S(=O)(=O)NC(C(C(C(C(C(F)(F)F)(F)F)(F)F)(F)F)(F)F)(F)F)F